BrC=1C=NN(C1C1=C(C2=C(S1)C=CC=C2)C#N)C(F)F 2-(4-bromo-1-(difluoromethyl)-1H-pyrazol-5-yl)benzo[b]thiophene-3-carbonitrile